(R)-N-(1-(1-(2,2,2-trifluoroethyl)-1H-pyrazolo[3,4-c]pyridin-5-yl)ethyl)-2-(5-(1-(trifluoromethyl)cyclopropyl)thiophen-2-yl)acetamide FC(CN1N=CC=2C1=CN=C(C2)[C@@H](C)NC(CC=2SC(=CC2)C2(CC2)C(F)(F)F)=O)(F)F